N-(2-chloro-6-methylphenyl)-4-{3-(cyanomethyl)-3-[4-(7H-pyrrolo[2,3-d]pyrimidin-4-yl)-1H-pyrazol-1-yl]azetidin-1-yl}piperidine-1-carboxamide ClC1=C(C(=CC=C1)C)NC(=O)N1CCC(CC1)N1CC(C1)(N1N=CC(=C1)C=1C2=C(N=CN1)NC=C2)CC#N